tert-Butyl 2-(4-fluoro-2-isopropyl-6-(6-methoxypyridin-3-yl)phenyl)acetate FC1=CC(=C(C(=C1)C=1C=NC(=CC1)OC)CC(=O)OC(C)(C)C)C(C)C